2-oxo-N-(1H-pyrazolo[4,3-c]pyridin-7-yl)-2-[(2R,5S)-5-methyl-2-[2-[(1-methyl-4-piperidyl)methyl]-1,3-benzothiazol-5-yl]-1-piperidyl]acetamide O=C(C(=O)NC=1C2=C(C=NC1)C=NN2)N2[C@H](CC[C@@H](C2)C)C=2C=CC1=C(N=C(S1)CC1CCN(CC1)C)C2